benzyl (2R,3S)-3-((tert-butoxycarbonyl)amino)-2-((((1s,4S)-4-(2-vinylphenyl)cyclohexyl)oxy)methyl)piperidine-1-carboxylate C(C)(C)(C)OC(=O)N[C@@H]1[C@@H](N(CCC1)C(=O)OCC1=CC=CC=C1)COC1CCC(CC1)C1=C(C=CC=C1)C=C